N,N-dimethyl-but-3-yn-1-amine CN(CCC#C)C